C1N(CC[C@@]12CNCCC2)C2=CC=C(C=N2)C=2C=1N(C=C(C2)OCC)N=CC1C#N (S)-4-(6-(2,7-diazaspiro[4.5]dec-2-yl)pyridin-3-yl)-6-ethoxypyrazolo[1,5-a]pyridine-3-carbonitrile